tert-butyl 3-[2-[[2-[2-[6-(cyclopropanecarbonylamino)-1-(methylamino)-2,7-naphthyridin-4-yl]ethynyl]-4-pyridyl]oxy]ethoxy]propanoate C1(CC1)C(=O)NC=1C=C2C(=CN=C(C2=CN1)NC)C#CC1=NC=CC(=C1)OCCOCCC(=O)OC(C)(C)C